1-(2-chlorophenyl)-(S)-1-hydroxyhexyl-(S)-2-bicyclo[2.2.1]heptanylcarbamate ClC1=C(C=CC=C1)[C@]12[C@H](CC(CC1)C2)N(C([O-])=O)C(CCCCC)O